ClC=1C(=CC(=NC1)NC1CCC(CC1)N)C=1C=NN(C1CC1CC1)C (1r,4r)-N1-(5-chloro-4-(5-(cyclopropylmethyl)-1-methyl-1H-pyrazol-4-yl)pyridin-2-yl)cyclohexane-1,4-diamine